C1(CC1)[C@H](C(F)(F)F)NC=1N=C2N(C(C1C)=O)C=C(C=C2[C@@H](C)NC2=C(C(=O)O)C=CC=C2)C 2-(((R)-1-(2-(((R)-1-cyclopropyl-2,2,2-trifluoroethyl)amino)-3,7-dimethyl-4-oxo-4H-pyrido[1,2-a]pyrimidin-9-yl)ethyl)amino)benzoic acid